C1(=CC=CC=C1)S(=O)(=O)N1C(=CC=2C1=NC=CC2C2=CC(NC(=C2)C2=C(C=CC=C2)Cl)=O)C=2C=NC=CC2 4-[1-(benzenesulfonyl)-2-(3-pyridyl)pyrrolo[2,3-b]pyridin-4-yl]-6-(2-chlorophenyl)-1H-pyridin-2-one